C(C)(C)(C)OC(N[C@H](CC(C)C)C(NC1=CC=C(C=C1)B1OC(C(O1)(C)C)(C)C)=O)=O.C[C@]1(C=CC(O1)=O)CCC=C(C)C |&1:32| racemic-5-methyl-5-(4-methylpent-3-enyl)furan-2-one tert-Butyl-N-[(1R)-3-methyl-1-[[4-(4,4,5,5-tetramethyl-1,3,2-dioxaborolan-2-yl)phenyl]carbamoyl]butyl]carbamate